C(#N)CCOC1=C2N=CN(C2=NC(=N1)NC(COC1=CC=CC=C1)=O)[C@H]1CN(C[C@H](O1)CO)C(C1=CC=CC=C1)(C1=CC=CC=C1)C1=CC=CC=C1 N-{6-(2-cyanoethoxy)-9-[(2R,6S)-6-(hydroxymethyl)-4-tritylmorpholin-2-yl]purin-2-yl}-2-phenoxyacetamide